sodium tritaurine NCCS(=O)(=O)O.NCCS(=O)(=O)O.NCCS(=O)(=O)O.[Na]